(S)-quinuclidin-3-yl ((R)-5-(4-butoxyphenyl)-2,2,6-trimethyl-2,3-dihydro-1H-inden-1-yl)carbamate C(CCC)OC1=CC=C(C=C1)C=1C=C2CC([C@H](C2=CC1C)NC(O[C@@H]1CN2CCC1CC2)=O)(C)C